4-[[(2S,3r,4r,5s)-3-(3,4-difluoro-2-methoxy-phenyl)-4,5-dimethyl-5-(trifluoromethyl)tetrahydrofuran-2-carbonyl]amino]-5-methyl-pyridine-2-carboxamide FC=1C(=C(C=CC1F)[C@@H]1[C@H](O[C@@]([C@@H]1C)(C(F)(F)F)C)C(=O)NC1=CC(=NC=C1C)C(=O)N)OC